2-Amino-7-(but-2-yn-1-yl)-9-((2R,3R,4R,5R)-3,4-dihydroxy-5-(hydroxymethyl)tetrahydrofuran-2-yl)-7,9-dihydro-1H-purin-6,8-dion NC=1NC(C=2N(C(N(C2N1)[C@@H]1O[C@@H]([C@@H]([C@H]1O)O)CO)=O)CC#CC)=O